1-ethyl-3-(2,3,5-trifluorophenoxy)azetidine C(C)N1CC(C1)OC1=C(C(=CC(=C1)F)F)F